C(C)(=O)C=1C=CC(=NC1)N1C[C@@H](CCC1)N(C(OC(C)(C)C)=O)CC1CCC1 tert-butyl N-[(3R)-1-(5-acetyl-2-pyridyl)-3-piperidyl]-N-(cyclobutylmethyl)carbamate